methyl 4-(3-(3-fluoro-5-(imidazo[1,2-a]pyridine-3-carboxamido)-4-methylphenyl)-1,2,4-oxadiazol-5-yl)piperazine-1-carboxylate FC=1C=C(C=C(C1C)NC(=O)C1=CN=C2N1C=CC=C2)C2=NOC(=N2)N2CCN(CC2)C(=O)OC